4-(benzyloxy)-6-(1H-imidazol-1-yl)-N-(2-(trifluoromethyl)pyridin-4-yl)picolinamide C(C1=CC=CC=C1)OC1=CC(=NC(=C1)N1C=NC=C1)C(=O)NC1=CC(=NC=C1)C(F)(F)F